O1CCN(CC1)C1=C(C=C2C(=N1)COC2)C(=O)NC=2C=C1C(=CC(NC1=C(C2C)C)=O)C 2-morpholino-N-(4,7,8-trimethyl-2-oxo-1H-quinolin-6-yl)-5,7-dihydrofuro[3,4-b]pyridine-3-carboxamide